tertiary butanol-d10 C(C([2H])([2H])[2H])(C([2H])([2H])[2H])(C([2H])([2H])[2H])O[2H]